tert-Butyl N-[2-(2-azidoethoxy)-1,1-dimethyl-ethyl]carbamate N(=[N+]=[N-])CCOCC(C)(C)NC(OC(C)(C)C)=O